OC=1C=C2CCC(C(C2=CC1)C1=CC=C(C=C1)N1CCN(CC1)CC1(CCCCC1)C=O)C1=CC=C(C=C1)OC (4-(4-(6-hydroxy-2-(4-methoxyphenyl)-1,2,3,4-tetrahydronaphthalen-1-yl)phenyl)piperazin-1-ylmethyl)cyclohexane-1-carbaldehyde